C12CCC(CC1)N2CC(=O)NC=2C=C(C(=NC2)C)NC(=O)C=2C=NN1C2C=NC(=C1)C1=CC(=C(C=C1)C(NCCOC)=O)F N-(5-(2-((1s,4s)-7-azabicyclo[2.2.1]heptan-7-yl)acetamido)-2-methylpyridin-3-yl)-6-(3-fluoro-4-((2-methoxyethyl)carbamoyl)phenyl)pyrazolo[1,5-a]pyrazine-3-carboxamide